6-(benzyloxy)-7-methoxy-1-{(E)-2-[2-methyl-4-(5-methylpyridin-3-yl)phenyl]ethenyl}-1,2,3,4-tetrahydroisoquinoline C(C1=CC=CC=C1)OC=1C=C2CCNC(C2=CC1OC)\C=C\C1=C(C=C(C=C1)C=1C=NC=C(C1)C)C